CC1(OB(OC1(C)C)C=C1CC2(CN(C2)C(=O)N2CC3(C2)NC(OC3)=O)C1)C 2-(6-((4,4,5,5-tetramethyl-1,3,2-dioxaborolan-2-yl)methylene)-2-azaspiro[3.3]heptane-2-carbonyl)-7-oxa-2,5-diazaspiro[3.4]octan-6-one